C(C1=CC=CC=C1)OC1=C(C=C(C=N1)NC1=C(C=CC=C1)Br)C1=C2C=CNC2=CC=C1 6-(Benzyloxy)-N-(2-bromophenyl)-5-(1H-indol-4-yl)pyridin-3-amine